ClC=1N=C(C2=C(N1)C(=C(N=C2)Cl)F)N2CC1CSC(C2)N1 3-(2,7-dichloro-8-fluoropyrido[4,3-d]pyrimidin-4-yl)-3,8-diaza-6-thiabicyclo[3.2.1]octane